C(C1=CC=CC=C1)OC(=O)N1CCN(CCN(CCNCC1)C(CN1CCN(CCN(CCN(CC1)CC(OC(C)(C)C)=O)CC(OC(C)(C)C)=O)CC(=O)OC(C)(C)C)=O)C(=O)OCC1=CC=CC=C1 7-(2-(4,7,10-tris(2-(tert-butoxy)-2-oxoethyl)-1,4,7,10-tetraazacyclododecane-1-yl)acetyl)-1,4,7,10-tetraazacyclododecane-1,4-dicarboxylic acid dibenzyl ester